3-methoxy-4-(1H-pyrazol-4-yl)phenyl-2,8-diazaspiro[4.5]decan-1-one COC=1C=C(C=CC1C=1C=NNC1)N1C(C2(CC1)CCNCC2)=O